N-formyl-butyrolactam C(=O)N1C(CCC1)=O